ClC=1C=C2C=3C=CC(=CC3NC2=CC1)C(C(=O)O)C 6-Chloro-α-methylcarbazole-2-acetic acid